2-[1-(pyridin-2-yl)-1H-indole-3-carboxamido]benzoic acid N1=C(C=CC=C1)N1C=C(C2=CC=CC=C12)C(=O)NC1=C(C(=O)O)C=CC=C1